methyl 3-[2-(3-bromopropoxy)phenyl]propanoate BrCCCOC1=C(C=CC=C1)CCC(=O)OC